2-(6-((3-hydroxy-3-methylcyclobutyl)amino)-4-methylpyridazin-3-yl)-5-(trifluoromethyl)phenol OC1(CC(C1)NC1=CC(=C(N=N1)C1=C(C=C(C=C1)C(F)(F)F)O)C)C